propoxyamine hydrochloride Cl.C(CC)ON